mono-2-butynyl mono-ethyl oxalate C(C(=O)OC#CCC)(=O)OCC